carbonate lanthanum cerium [Ce+3].[La+3].C([O-])([O-])=O.C([O-])([O-])=O.C([O-])([O-])=O